dithioformic acid propanesulfonate sodium salt [Na+].C(CC)S(=O)(=O)[O-].C(=S)S